COC1=C(C(C2=CC=CC=C2C1=O)=O)\C=C(\C(=O)N(CC)CC)/CCC (2E)-2-[(3-methoxy-1,4-dioxo-1,4-dihydronaphthalen-2-yl)methylene]-N,N-diethylvaleramide